{4-(benzo[d]thiazol-6-yl)-2,3-dihydro-1H-pyrrolo[2,3-c]pyridin-1-yl}(2-fluorophenyl)methanone S1C=NC2=C1C=C(C=C2)C2=C1C(=CN=C2)N(CC1)C(=O)C1=C(C=CC=C1)F